C(CC(O)(C(=O)O)CC(=O)O)(=O)O.FC=1C=CC=C2CCO[C@H](C12)CNC (R)-1-(8-fluoroisochroman-1-yl)-N-methyl-methylamine citrate